FC=1C=NC(=NC1)NC1=CC=C(C=C1)CC(N1CCNCC1)=O 5-fluoro-2-((4-(2-oxo-2-(piperazin-1-yl)ethyl)phenyl)amino)pyrimidine